4-(6-((1-(4-chlorophenyl)-4-methyl-1H-1,2,3-triazol-5-yl)methoxy)pyridazin-3-yl)piperazine ClC1=CC=C(C=C1)N1N=NC(=C1COC1=CC=C(N=N1)N1CCNCC1)C